ClCC(=O)N(CCN)C(CCl)=O N,N-bis(chloroacetyl)ethylenediamine